(cumyl)-s-triazine C(C)(C)(C1=CC=CC=C1)C1=NC=NC=N1